C1(=CC=CC=C1)N(C=1C=C2C3=C(NC2=CC1)N=CC=C3)C3=CC=CC=C3 N,N-diphenyl-9H-pyrido[2,3-b]indol-6-amine